C1C(O1)CBr The molecule is an epoxide that is oxirane substituted by a bromomethyl group at position 2. It has a role as a mutagen. It is an epoxide and an organobromine compound. It derives from a 1,2-epoxypropane.